C(C1=CC=CC=C1)=NS(=O)C(C)(C)C N-benzylidene-2-methylpropane-2-sulfinamide